C1(CCCC1)NS(=O)(=O)C1=CC2=C(N=C(S2)C2CCN(CC2)C)C=C1 N-cyclopentyl-2-(1-methylpiperidin-4-yl)benzo[d]thiazole-6-sulfonamide